ClCC1=CC=C(CN2CCC(CC2)(F)F)C=C1 1-(4-(Chloromethyl)benzyl)-4,4-difluoropiperidine